FC(C1=NN(C=C1C(=O)OCC)C([2H])([2H])[2H])F ethyl 3-(difluoromethyl)-1-(methyl-d3)-1H-pyrazole-4-carboxylate